COCOC(C1=C(C(=C(C(=C1C)C=C)OCC1=CC=CC=C1)C)OC)=O.NC1=C(C=C(C=C1F)Cl)C(C)=O 1-(2-amino-5-chloro-3-fluorophenyl)ethan-1-one Methoxymethyl-4-(benzyloxy)-2-methoxy-3,6-dimethyl-5-vinylbenzoate